1,4-cyclohexane-dicarbonitrile C1(CCC(CC1)C#N)C#N